4-[(2R)-2-amino-3-hydroxy-propyl]phenol N[C@H](CC1=CC=C(C=C1)O)CO